1-carvone CC1=CCC(CC1=O)C(=C)C